(5-(trifluoromethyl)-1H-pyrrolo[2,3-b]pyridin-4-yl)methanone FC(C=1C(=C2C(=NC1)NC=C2)C=O)(F)F